5-[(2R)-4-[2-chloro-4-fluorobenzoyl]-2-ethylpiperazin-1-yl]-2'-ethoxy-N-[(3R)-1-methylpyrrolidin-3-yl]-[2,3'-bipyridine]-6-carboxamide ClC1=C(C(=O)N2C[C@H](N(CC2)C=2C=CC(=NC2C(=O)N[C@H]2CN(CC2)C)C=2C(=NC=CC2)OCC)CC)C=CC(=C1)F